1-(1-(1-(propylsulfonyl)pyrrolidin-3-yl)-6-(phenylsulfonyl)-1,6-dihydroimidazo[4,5-d]pyrrolo[2,3-b]pyridin-2-yl)ethanol C(CC)S(=O)(=O)N1CC(CC1)N1C(=NC=2C1=C1C(=NC2)N(C=C1)S(=O)(=O)C1=CC=CC=C1)C(C)O